thiazole-4-thiocarboxamide S1C=NC(=C1)C(N)=S